CN(CC(=O)NC=1C=NN(C1)C(C)C)C 2-(dimethylamino)-N-[1-(propan-2-yl)-1H-pyrazol-4-yl]acetamide